4-(5-(3-((5-cyano-4-(4-fluorophenyl)thiazol-2-yl)(methyl)amino)-2-ethyl-imidazo[1,2-a]pyridin-6-yl)pyrimidin-2-yl)-N-(1-methylazetidin-3-yl)piperazine-1-carboxamide hydrochloride Cl.C(#N)C1=C(N=C(S1)N(C1=C(N=C2N1C=C(C=C2)C=2C=NC(=NC2)N2CCN(CC2)C(=O)NC2CN(C2)C)CC)C)C2=CC=C(C=C2)F